(4-nitrophenyl)-2H-1,2,3-triazole [N+](=O)([O-])C1=CC=C(C=C1)N1N=CC=N1